benzyl 5-(1-methyl-1H-pyrazol-4-yl)-4-oxo-3,4-dihydropyridine-1(2H)-carboxylate CN1N=CC(=C1)C=1C(CCN(C1)C(=O)OCC1=CC=CC=C1)=O